(R)-2-(4-((3-(4-methyl-1-oxo-1,3-dihydroisobenzofuran-5-yl)piperazin-1-yl)methyl)-1H-pyrazol-1-yl)-5-(pyrrolidin-1-yl)isonicotinonitrile CC1=C2COC(C2=CC=C1[C@@H]1CN(CCN1)CC=1C=NN(C1)C=1C=C(C#N)C(=CN1)N1CCCC1)=O